(2-(3',6'-dibromo-10H-spiro[acridin-9,9'-fluorene]-10-yl)butyl)phosphoric acid BrC=1C=CC=2C3(C4=CC=C(C=C4C2C1)Br)C1=CC=CC=C1N(C=1C=CC=CC13)C(COP(O)(O)=O)CC